5-[({1-[2-fluoro-4-(trifluoromethyl)phenyl]cyclopropyl}carbonyl)amino]benzoate FC1=C(C=CC(=C1)C(F)(F)F)C1(CC1)C(=O)NC=1C=CC=C(C(=O)[O-])C1